C(C)N(CCN)CCO N-ethyl-N-(2-hydroxyethyl)ethylenediamine